C1(CC1)N1C=C(C(C2=CC(=C(C(=C12)OC)N1CC(NCC1)C)F)=O)C(C=CC1=CC=C(C=C1)O)=O 1-cyclopropyl-6-fluoro-7-(3-methylpiperazin-1-yl)-3-(4-hydroxy-cinnamoyl)-8-methoxyquinolin-4(1H)-one